3-(2-heptyl-1-hydroxy-4-oxo-1,4-dihydroquinolin-6-yl)propanamide C(CCCCCC)C=1N(C2=CC=C(C=C2C(C1)=O)CCC(=O)N)O